CNC(=O)C=1SC(=CC1)[C@@H]1NC[C@H](CC1)C N-methyl-5-[(2R,5S)-5-methyl-2-piperidyl]thiophene-2-carboxamide